4-((2'S,3S,4'R,5'R)-1-(4-(1H-tetrazol-5-yl)benzyl)-5-chloro-4'-(2-Methylphenyl)-2'-neopentylspiro[indoline-3,3'-pyrrolidine]-5'-carboxamido)-3-methoxybenzoic acid N1N=NN=C1C1=CC=C(CN2C[C@@]3([C@@H](N[C@H]([C@@H]3C3=C(C=CC=C3)C)C(=O)NC3=C(C=C(C(=O)O)C=C3)OC)CC(C)(C)C)C3=CC(=CC=C23)Cl)C=C1